C(C)[C@H]1CN(CCN1C(C)C)C(=O)C=1C=C(CN2C(NC(C3=CC=CC=C23)=O)=O)C=CC1F (S)-1-(3-(3-ethyl-4-isopropylpiperazine-1-carbonyl)-4-fluorobenzyl)quinazoline-2,4(1H,3H)-dione